C1(CC1)C1=C(C=NC=C1)S(=O)(=O)C1=CC=C(C(=O)O)C=C1 4-[(4-cyclopropyl-3-pyridinyl)sulfonyl]benzoic acid